6-bromo-2-cyclohexylquinazolin-4(3H)-one BrC=1C=C2C(NC(=NC2=CC1)C1CCCCC1)=O